(R)-(4-(4-cyclopropylpyrazolo[1,5-a]pyridin-2-yl)-1,4,6,7-tetrahydro-5H-imidazo[4,5-c]pyridin-5-yl)(5-(1-methyl-1H-pyrazol-4-yl)-1,3,4-oxadiazol-2-yl)methanone C1(CC1)C=1C=2N(C=CC1)N=C(C2)[C@@H]2N(CCC1=C2N=CN1)C(=O)C=1OC(=NN1)C=1C=NN(C1)C